((5-bromo-2-methoxyphenyl)(cyclopropyl)(oxo)-λ6-sulfaneylidene)carbamate BrC=1C=CC(=C(C1)S(=O)(C1CC1)=NC([O-])=O)OC